2,5-dimethyl-3-(((methylsulfonyl)oxy)methyl)piperidine-1-carboxylic acid tert-butyl ester C(C)(C)(C)OC(=O)N1C(C(CC(C1)C)COS(=O)(=O)C)C